(t-butyl 2-(2-(2-aminoethoxy) ethoxy) ethyl) carbamate C(N)(OCC(OCCOCCN)C(C)(C)C)=O